ClC1=CC=C(O\C(\C(=O)C2=C(C=C(C=C2)OC)OC)=C\N(C)C)C=C1 (E)-2-(4-Chlorophenoxy)-1-(2,4-dimethoxyphenyl)-3-(dimethylamino)prop-2-en-1-one